OC1=CC=C(C=C1)C=1C(=C(C=CC1C(C)C)C(C)C)C1=CC=C(C=C1)O bis(4-hydroxyphenyl)-p-diisopropylbenzene